C1(C=CC=C1)[Yb] (cyclopentadienyl)ytterbium